5-((4-(2-(tert-butyl)-4-(2-fluoro-3-((4-fluoro-2-(trifluoromethyl)phenyl)sulfonamido)phenyl)thiazol-5-yl)pyrimidin-2-yl)amino)pentanoic acid C(C)(C)(C)C=1SC(=C(N1)C1=C(C(=CC=C1)NS(=O)(=O)C1=C(C=C(C=C1)F)C(F)(F)F)F)C1=NC(=NC=C1)NCCCCC(=O)O